FC=1C=CC(=C(OC=2N=NC(=CC2C(=O)NC2=CC(=CC=C2)S(N)(=O)=O)C(F)(F)F)C1)C 3-(5-Fluoro-2-methylphenoxy)-N-(3-sulfamoylphenyl)-6-(trifluoromethyl)pyridazine-4-carboxamide